BrC=1C=C2C(=C(C=NC2=CC1)Cl)NC1=CC=CC=C1 6-bromo-4-(phenylamino)quinolin-3-yl chloride